3-(5,5'-difluoro-6'-methyl-[3,4'-bipyridin]-2'-yl)-5-(2,4-difluorophenyl)-1,2,4-oxadiazole FC=1C=C(C=NC1)C1=CC(=NC(=C1F)C)C1=NOC(=N1)C1=C(C=C(C=C1)F)F